1,3-bis(4-amino-5-phenoxyphenyl)benzene NC1=CC=C(C=C1OC1=CC=CC=C1)C1=CC(=CC=C1)C1=CC=C(C(=C1)OC1=CC=CC=C1)N